C(C)OC(CN1N=C(C2=C(C1=O)SC(=C2)Cl)C(C)C)=O (2-chloro-4-isopropyl-7-oxo-thieno[2,3-D]pyridazin-6-yl)acetic acid ethyl ester